methyl 5-amino-4-(3-((tert-butoxycarbonyl)amino)but-1-yn-1-yl)-2-methylbenzoate NC=1C(=CC(=C(C(=O)OC)C1)C)C#CC(C)NC(=O)OC(C)(C)C